FC1=CC=C(C=C1)C1=C(CC(CC1)(C)C)CN1C[C@@H]2N(C3=C(OC2)C=C(C=C3)C(=O)O)CC1 (S)-3-((4'-Fluoro-4,4-dimethyl-3,4,5,6-tetrahydro-[1,1'-biphenyl]-2-yl)methyl)-1,2,3,4,4a,5-hexahydrobenzo[b]pyrazino[1,2-d][1,4]oxazine-8-carboxylic acid